ClC1=C(C=C(C=C1)C1=CC=NC=2N1N=C(C2C2=NC=1C(=NC=C(C1)C(F)(F)F)N2C)S(=O)(=O)CC)F 2-(7-(4-chloro-3-fluorophenyl)-2-(ethylsulfonyl)pyrazolo[1,5-a]pyrimidin-3-yl)-3-methyl-6-(trifluoromethyl)-3H-imidazo[4,5-b]pyridine